3-(4-(tert-butoxy)phenyl)-5-(4-(4-methylpiperazin-1-yl)phenyl)-1H-pyrazolo[3,4-b]pyridine C(C)(C)(C)OC1=CC=C(C=C1)C1=NNC2=NC=C(C=C21)C2=CC=C(C=C2)N2CCN(CC2)C